3-sulpho-2-methyl-propionic acid S(=O)(=O)(O)CC(C(=O)O)C